1-(4-{[3-(1-fluoro-8-{4-fluoro-2-[(3R)-3-methylmorpholine-4-carbonyl]phenyl}-3-methylimidazo[1,5-a]pyridin-6-yl)azetidin-1-yl]methyl}piperidin-1-yl)-2-methoxyethane-1-one FC=1N=C(N2C1C(=CC(=C2)C2CN(C2)CC2CCN(CC2)C(COC)=O)C2=C(C=C(C=C2)F)C(=O)N2[C@@H](COCC2)C)C